O=C1NC(CCC1N1C(C2=CC=C(C=C2C1)CCC=O)=O)=O 3-(2-(2,6-dioxopiperidin-3-yl)-1-oxoisoindolin-5-yl)propionaldehyde